OCCOCCOCCOCCNC(OCC1=CC=CC=C1)=O benzyl (2-(2-(2-(2-hydroxyethoxy)ethoxy)ethoxy) ethyl)carbamate